FC=1C(=C2C(=NC(=NN2C1[2H])N[C@@H]1[C@H](CN(CC1)C1COC1)F)OC)C=1C=CC2=C(N(N=N2)CCF)C1 6-fluoro-N-((3S,4S)-3-fluoro-1-(oxetan-3-yl)piperidin-4-yl)-5-(1-(2-fluoroethyl)-1H-benzo[d][1,2,3]triazol-6-yl)-4-methoxypyrrolo[2,1-f][1,2,4]triazin-7-d-2-amine